(S)-3-(5-(((3S,4S)-1-((2-(4-Acetylpiperazin-1-yl)quinolin-6-yl)methyl)-4-(methoxymethyl)pyrrolidin-3-yl)oxy)-1-oxoisoindolin-2-yl)piperidine-2,6-dione C(C)(=O)N1CCN(CC1)C1=NC2=CC=C(C=C2C=C1)CN1C[C@H]([C@@H](C1)COC)OC=1C=C2CN(C(C2=CC1)=O)[C@@H]1C(NC(CC1)=O)=O